C(C)(C)(C)N(C(O)=O)C1=C(C=CC(=C1)C(F)(F)F)C=O.C(C(=C)C)(=O)OCCC[Si](OCCOCCCC)(OCCOCCCC)OCCOCCCC 3-methacryloxypropyl-tris(butoxyethoxy)silane TERT-BUTYL-2-FORMYL-5-(TRIFLUOROMETHYL)PHENYLCARBAMATE